N-(4-((5-cyanopyridin-2-yl)oxy)-3-methylphenyl)-3-(2-methoxyphenoxy)cyclobutane-1-carboxamide C(#N)C=1C=CC(=NC1)OC1=C(C=C(C=C1)NC(=O)C1CC(C1)OC1=C(C=CC=C1)OC)C